[Na].S(=O)(=O)([O-])[O-].[Fe+2] ferrous sulfate, sodium salt